benzyl (1-(3-bromo-2-fluorophenyl)but-3-en-2-yl)(but-3-en-1-yl)carbamate BrC=1C(=C(C=CC1)CC(C=C)N(C(OCC1=CC=CC=C1)=O)CCC=C)F